N-(4-acetylphenyl)-N-propionylpropionamide C(C)(=O)C1=CC=C(C=C1)N(C(CC)=O)C(CC)=O